O1CC(CC(C1)=O)=O pyran-3,5-dione